1-(((Z)-(1-(2-AMINOTHIAZOL-4-YL)-2-OXO-2-(((3S,4R)-2-OXO-4-((2-OXOOXAZOLIDIN-3-YL)METHYL)-1-SULFOAZETIDIN-3-YL)AMINO)ETHYLIDENE)AMINO)OXY)CYCLOPROPANECARBOXYLIC ACID NC=1SC=C(N1)/C(/C(N[C@@H]1C(N([C@@H]1CN1C(OCC1)=O)S(=O)(=O)O)=O)=O)=N/OC1(CC1)C(=O)O